Cl.COCCN1CC(C1)N 1-(2-methoxyethyl)azetidin-3-amine hydrochloride